FC(C1=NC2=C(N1)C=C(C=C2)F)F 2-(difluoromethyl)-6-fluoro-1H-benzimidazol